(R)-2-(1-(3-(difluoromethyl)-1-((methylsulfonyl)methyl)-pyrazol-4-yl)piperidin-3-yl)-9-fluoro-8-methoxy-[1,2,4]triazolo[1,5-c]quinazolin-5-amine FC(C1=NN(C=C1N1C[C@@H](CCC1)C1=NN2C(=NC=3C=C(C(=CC3C2=N1)F)OC)N)CS(=O)(=O)C)F